N1C=C2CC=3CCN=CC3C1=C2 1,3,4,5-tetrahydropyrrolo[4,3,2]isoquinoline